C(CC)OC(NC1=C(C=C(C=C1)N(C)CC=1SC(=CC1)Cl)OC)=O {4-[(5-Chloro-thiophen-2-ylmethyl)-(methyl)amino]-2-methoxy-phenyl}-carbamic acid propyl ester